C1=CC=CC=2C3=CC=CC=C3C(C12)(C1=CC(=C(C(=C1)C)O)CO)C1=CC(=C(C(=C1)C)O)CO 4,4'-(9H-fluorene-9,9-diyl)bis(2-(hydroxymethyl)-6-methylphenol)